O=C1NC(CC[C@@H]1N1C(C2=CC=C(C=C2C1)N1CCN(CC1)CC1CCC2(CN(C2)C(=O)OC(C)(C)C)CC1)=O)=O tert-butyl 7-[[4-[2-[(3S)-2,6-dioxo-3-piperidyl]-1-oxo-isoindolin-5-yl]piperazin-1-yl]methyl]-2-azaspiro[3.5]nonane-2-carboxylate